CNC1=CC=C(C)C=C1 4-(methylamino)toluene